CC=1C=NC(=CC1)CC 3-methyl-6-ethyl-pyridine